C(C(=C)C)(=O)OCCOCCOC1=CC=CC=C1 2-phenoxyethoxyethyl methacrylate